C12CN(CC2C1)C1=CC=2C3=C(N=C(NC2C=N1)C1=C(C=CC=C1F)F)C(=NN3)C 9-(3-azabicyclo[3.1.0]hexan-3-yl)-5-(2,6-difluorophenyl)-3-methyl-1,6-dihydropyrazolo[4,3-d]pyrido[4,3-f][1,3]diazepine